C(CC)C1(CCCCC1)OCCC(=O)O 3-((1-(propan-1-yl)cyclohexyl)oxy)propanoic acid